ethyl (S)-3-(3-(1H-pyrazol-1-yl)phenyl)-3-(benzyl((R)-1-phenylethyl)amino)propanoate N1(N=CC=C1)C=1C=C(C=CC1)[C@H](CC(=O)OCC)N([C@H](C)C1=CC=CC=C1)CC1=CC=CC=C1